COC=1C=C(C=CC1[N+](=O)[O-])C(=O)N1CCOCC1 (3-methoxy-4-nitrophenyl)(morpholinyl)methanone